CC(=O)N[C@@H](CC(=O)O)C(=O)O N-Acetyl-L-Aspartic Acid